FC(CO[C@H]1CC[C@H](CC1)NC=1N=CC2=C(N1)NC=C2C=2C=C(C=1N(C2)C=CN1)F)F N-(cis-4-(2,2-difluoroethoxy)cyclohexyl)-5-(8-fluoroimidazo[1,2-a]pyridin-6-yl)-7H-pyrrolo[2,3-d]pyrimidin-2-amine